NC1=C(C=C(C=N1)C=1C=C2N(N1)CC[C@]21CN(CC1)C(=O)NC1(CCC1)C1=C(C=CC=C1)Cl)C(F)(F)F |r| (rac)-2'-[6-amino-5-(trifluoromethyl)pyridin-3-yl]-N-[1-(2-chlorophenyl)cyclobutyl]-5',6'-dihydrospiro[pyrrolidine-3,4'-pyrrolo[1,2-b]pyrazole]-1-carboxamide